FC1(CC1)C(=O)N[C@H](C(=O)N1[C@@H](C[C@H](C1)O)C(=O)NCC1=C(OCCCCCCCC(=O)OC(C)(C)C)C=C(C=C1)C1=C(N=CS1)C)C(C)(C)C tert-butyl 8-[2-({[(2S,4R)-1-[(2S)-2-[(1-fluorocyclopropyl)formamido]-3,3-dimethylbutanoyl]-4-hydroxypyrrolidin-2-yl]formamido}methyl)-5-(4-methyl-1,3-thiazol-5-yl)phenoxy]octanoate